2-dimethylamino-2-benzyl-1-[4-(4-morpholinyl)phenyl]-1-Butanone CN(C(C(=O)C1=CC=C(C=C1)N1CCOCC1)(CC)CC1=CC=CC=C1)C